(2R,3R,4R,5S)-1-(4-butoxy-2,6-difluorophenethyl)-2-(hydroxymethyl)piperidine-3,4,5-triol C(CCC)OC1=CC(=C(CCN2[C@@H]([C@H]([C@@H]([C@H](C2)O)O)O)CO)C(=C1)F)F